6-chloro-N-(7-fluoro-6-methoxy-2-methyl-indazol-5-yl)thieno[2,3-b]pyridine-2-carboxamide ClC1=CC=C2C(=N1)SC(=C2)C(=O)NC2=CC1=CN(N=C1C(=C2OC)F)C